2-[(2S)-2-amino-4-methylpentyl]-3-bromo-5-chloro-N-[(1,3-thiazol-2-yl)methyl]thieno[3,2-b]pyridin-7-amine hydrochloride Cl.N[C@H](CC1=C(C2=NC(=CC(=C2S1)NCC=1SC=CN1)Cl)Br)CC(C)C